N-(3,5-dichlorophenyl)-5-ethyl-4-phenyl-[2,4'-bithiazole]-2'-amine ClC=1C=C(C=C(C1)Cl)NC=1SC=C(N1)C=1SC(=C(N1)C1=CC=CC=C1)CC